OC=1C=C2CC[C@H]([C@H](C2=CC1)C1=CC=C(C=C1)N1CCC(CC1)C=O)C1=CC=CC=C1 1-[4-[(1S,2R)-6-hydroxy-2-phenyl-tetralin-1-yl]phenyl]piperidine-4-carbaldehyde